(6-Bromo-7-methylimidazo[1,2-a]pyrimidin-2-yl)-[(3R,3'R)-3'-hydroxy-1,4-dihydro-1'H,2H-spiro[isochinolin-3,4'-piperidin]-1'-yl]methanon BrC=1C(=NC=2N(C1)C=C(N2)C(=O)N2C[C@H]([C@@]1(CC2)NCC2=CC=CC=C2C1)O)C